NC[C@H](O)C=1C=NN(C1)C1=C(C=C(C#N)C=C1)OC1=NC(=NC(=C1)C1=C(C=CC=C1)C#N)C 4-[4-[(1R)-2-amino-1-hydroxyethyl]pyrazol-1-yl]-3-[6-(2-cyanophenyl)-2-methylpyrimidin-4-yl]oxybenzonitrile